3-{5-[(1,1-dioxo-2,3-dihydro-1λ6-benzothiophen-5-yl)amino]-4-methyl-1-(2-methylprop-2-yl)pyrazol-3-yl}cyclopentyl [(4-nitrophenyl)oxy]methanoate [N+](=O)([O-])C1=CC=C(C=C1)OC(=O)OC1CC(CC1)C1=NN(C(=C1C)NC=1C=CC2=C(CCS2(=O)=O)C1)C(C)(C)C